NC1=CC=C(C=C1)CCNC(=O)NCCC1=CC=C(C=C1)N 1,3-bis(4-aminophenylethyl)urea